7-chloro-1-((2-(trimethylsilyl)ethoxy)methyl)-1H-pyrazolo[4,3-b]pyridine ClC1=C2C(=NC=C1)C=NN2COCC[Si](C)(C)C